methyl 4-(4-(6-(2-aminopyridin-4-yl)quinazolin-4-yl)-2-fluorophenyl)piperazine-1-carboxylate NC1=NC=CC(=C1)C=1C=C2C(=NC=NC2=CC1)C1=CC(=C(C=C1)N1CCN(CC1)C(=O)OC)F